(E)-3-(3-(3,5-bis(trifluoromethyl)phenyl)-1H-1,2,4-triazol-1-yl)-2-(3,5-dimethylisoxazol-4-yl)acrylamide FC(C=1C=C(C=C(C1)C(F)(F)F)C1=NN(C=N1)/C=C(/C(=O)N)\C=1C(=NOC1C)C)(F)F